3-({[(3S)-3,4-dihydroxybutyl]oxy}amino)-1H,2'H-2,3'-biindol-2'-one O[C@@H](CCONC1=C(NC2=CC=CC=C12)C=1C(N=C2C=CC=CC12)=O)CO